CC1(OC(C2=C(O1)C(=CC=C2)C2=CC=CC=C2)=O)C 2,2-dimethyl-8-phenyl-4H-benzo[d][1,3]dioxin-4-one